CC(C1=CC(=CC(=C1)OC)OC)(C)OC(=O)C1=C(C(N)(N)C(=O)OC(C2=CC(=CC(=C2)OC)OC)(C)C)C=CC=C1 bis[[(α,α-dimethyl-3,5-dimethoxybenzyl)oxy]carbonyl]toluenediamine